Cl.O=C1OC2=C(N1CCN)C=CC=C2 2-(2-oxo-2,3-dihydro-1,3-benzoxazol-3-yl)ethylamine hydrochloride